2-cyclopropyl-5-ethylaniline C1(CC1)C1=C(N)C=C(C=C1)CC